(5-bromo-3-methyl-2,4-dioxo-3,4-dihydro-2H-pyrimidin-1-yl)-methyl acetate C(C)(=O)OCN1C(N(C(C(=C1)Br)=O)C)=O